2-fluoro-N-[2-(morpholin-4-yl)ethyl]-4-nitroaniline FC1=C(NCCN2CCOCC2)C=CC(=C1)[N+](=O)[O-]